8-(4-(2-chloro-4-fluorobenzyl)-3-((difluoromethoxy)methyl)piperazin-1-yl)-5-methyl-6-oxo-5,6-dihydro-1,5-naphthyridine-2-carbonitrile ClC1=C(CN2C(CN(CC2)C2=CC(N(C=3C=CC(=NC23)C#N)C)=O)COC(F)F)C=CC(=C1)F